BrC=1C=NC=CC1CC(C)(O)C 1-(3-Bromopyridin-4-yl)-2-methylpropan-2-ol